(2R)-2,5,7,8-tetramethyl-2-[(4R,8R)-4,8,12-trimethyltridecyl]-3,4-dihydro-2H-1-benzopyran-6-ol C[C@@]1(OC2=C(CC1)C(=C(C(=C2C)C)O)C)CCC[C@@H](CCC[C@@H](CCCC(C)C)C)C